2-(3-((2-methoxy-4-(methylsulfonyl)phenyl)amino)prop-1-yn-1-yl)-3-(thiazol-4-yl)benzo[b]thiophen COC1=C(C=CC(=C1)S(=O)(=O)C)NCC#CC1=C(C2=C(S1)C=CC=C2)C=2N=CSC2